ClC1=NC=C(C(=N1)Cl)CNC1=CC=CC=C1 N-((2,4-dichloropyrimidin-5-yl)methyl)aniline